3-(triethoxysilyl)propyl-octadecyl-dimethyl-ammonium chloride [Cl-].C(C)O[Si](CCC[N+](C)(C)CCCCCCCCCCCCCCCCCC)(OCC)OCC